C(N)(=O)C1=CC2=C(C=N1)N(C=N2)CC2=CC=C(C=C2)B(O)O 4-((6-carbamoylimidazo[4,5-c]pyridin-3-yl)methyl)phenylboronic acid